2-(2-aminoethoxy)-N-(2-(2,6-dioxopiperidin-3-yl)-1,3-dioxoisoindolin-4-yl)acetamide hydrochloride Cl.NCCOCC(=O)NC1=C2C(N(C(C2=CC=C1)=O)C1C(NC(CC1)=O)=O)=O